C(=O)C1CCC(CC1)C=1SC2=C(C=NC(=C2)N2C(C=CC=C2C(F)(F)F)C(=O)O)N1 N-[2-(4-formylcyclohexyl)thiazolo[4,5-c]Pyridin-6-yl]-6-(trifluoromethyl)pyridine-2-carboxylic acid